tetraoctyl-phosphine alanine salt N[C@@H](C)C(=O)O.C(CCCCCCC)P(CCCCCCCC)(CCCCCCCC)CCCCCCCC